C1(CC1)C1=NC=CC(=C1N1C(N=C(C2=C1N=C(C(=C2)F)C2=C(C=CC=C2O)F)N2[C@H](CN(CC2)C(=O)OC(C)(C)C)C)=O)C (3S)-tert-Butyl 4-(1-(2-cyclopropyl-4-methylpyridin-3-yl)-6-fluoro-7-(2-fluoro-6-hydroxyphenyl)-2-oxo-1,2-dihydropyrido[2,3-d]pyrimidin-4-yl)-3-methylpiperazine-1-carboxylate